BrC=1C(=NC(=NC1)NC=1C=C2CC(N(C2=CC1)C)=O)NC1=C(C=CC=C1)P(=O)(C)C 5-[[5-bromo-4-(2-dimethylphosphorylanilino)pyrimidin-2-yl]amino]-1-methyl-indolin-2-one